5,9-diazahexadecane-2,9-dienoic acid C(C=CCNCCCN=CCCCCCC)(=O)O